ClC=1C=C2C=NN(C2=CC1C1C(CN(CC1)C1(COC1)C)C)C=1C=NN(C1)C 5-chloro-6-(3-methyl-1-(3-methyloxetan-3-yl)piperidin-4-yl)-1-(1-methyl-1H-pyrazol-4-yl)-1H-indazole